(dimethoxytriphenylmethyl-hydroxy)-propane triethylamine salt C(C)N(CC)CC.COC=1C(=C(C=CC1)C(C1=CC=CC=C1)(C1=CC=CC=C1)OCCC)OC